C1(=CCCCC1)CCNS(=O)(=O)C=1C=CC2=C(C(=C(O2)C(=O)OCC)C)C1 Ethyl 5-(N-(2-(cyclohex-1-en-1-yl) ethyl) sulfamoyl)-3-methylbenzofuran-2-carboxylate